6-morpholinonicotinaldehyde O1CCN(CC1)C1=NC=C(C=O)C=C1